2-(2-amino-[1,2,4]triazolo[1,5-a]pyridin-7-yl)-6-fluoro-N-(3-phenylbutyl)quinoline-4-carboxamide NC1=NN2C(C=C(C=C2)C2=NC3=CC=C(C=C3C(=C2)C(=O)NCCC(C)C2=CC=CC=C2)F)=N1